C(C)(C)(C)OC(=O)N[C@H]1CN(CC1)C(CC1=CC=C(C=C1)NC(=O)NCC1=CC=C(C=C1)Cl)=O {[4-(2-{(3R)-3-[(tert-butoxy)carbonylamino]pyrrolidinyl}-2-oxoethyl)phenyl]amino}-N-[(4-chlorophenyl)methyl]carboxamide